COC(=O)C1(CC1)C(=O)N1CCC(CC1)=CF 1-(4-(Fluoromethylidene)piperidine-1-carbonyl)cyclopropane-1-carboxylic acid methyl ester